diazooxo-norleucine [N+](=[N-])=C([C@H](N=O)C(=O)O)CCC